CC=1C=C(C=CC1OC1=CC2=C(N(C=N2)C)C=C1)NC=1C2=C(N=CN1)C=CC(=N2)NC(C=C)=O N-(4-((3-methyl-4-((1-methyl-1H-benzo[d]imidazol-5-yl)oxy)phenyl)amino)pyrido[3,2-d]pyrimidin-6-yl)acrylamide